1-[(E)-[(2Z)-2-[2-(2-BROMO-4-CHLORO-5-METHOXYPHENYL)HYDRAZIN-1-YLIDENE]ETHYLIDENE]AMINO]-1-METHYLPIPERIDIN-1-IUM BrC1=C(C=C(C(=C1)Cl)OC)N\N=C/C=N/[N+]1(CCCCC1)C